(2S)-2-{[(tert-butoxy)carbonyl]amino}propanoic acid C(C)(C)(C)OC(=O)N[C@H](C(=O)O)C